C(C)(C)(C)OC(=O)NC1CC2(CC(C2)C(=O)O)C1 6-((t-butoxycarbonyl)amino)spiro[3.3]heptane-2-carboxylic acid